N-(3,5-dichlorophenyl)-2-(3-(difluoromethyl)-1-methyl-1H-pyrazol-4-yl)thiazole-4-carboxamide ClC=1C=C(C=C(C1)Cl)NC(=O)C=1N=C(SC1)C=1C(=NN(C1)C)C(F)F